[6-(azetidin-3-yl)pyridazin-3-yl]-5-[2-methyl-8-(trifluoromethyl)imidazo[1,2-a]pyridin-6-yl]phenol N1CC(C1)C1=CC=C(N=N1)C1=C(C=C(C=C1)C=1C=C(C=2N(C1)C=C(N2)C)C(F)(F)F)O